1,4-Diethylpiperazin C(C)N1CCN(CC1)CC